COC1=C2C=CC(OC2=C(C2=C1C=CO2)C(C)(C=C)C)=O 4-methoxy-9-(2-methylbut-3-en-2-yl)-7H-furo[3,2-g]chromen-7-one